FC1=CC(=C2C(=N1)C(=C(N2)C2=CC(=NC=C2)NC(C)=O)C2=NC=CC=C2)N2CCN(CC2)C N-{4-[5-fluoro-7-(4-methylpiperazin-1-yl)-3-(pyridin-2-yl)-1H-pyrrolo[3,2-b]pyridin-2-yl]pyridin-2-yl}acetamide